4,4-difluoro-N-{4-[5-fluoro-7-methoxy-3-(pyridin-2-yl)-1H-pyrrolo[3,2-b]pyridin-2-yl]pyridin-2-yl}-2-(4-fluorophenyl)butanamide FC(CC(C(=O)NC1=NC=CC(=C1)C1=C(C2=NC(=CC(=C2N1)OC)F)C1=NC=CC=C1)C1=CC=C(C=C1)F)F